tert-butyl 4-(4-(benzylthio)-1-(1-(4-methoxybenzyl)-2,6-dioxopiperidin-3-yl)-3-methyl-2-oxo-2,3-dihydro-1H-benzo[d]imidazol-5-yl)piperidine-1-carboxylate C(C1=CC=CC=C1)SC1=C(C=CC=2N(C(N(C21)C)=O)C2C(N(C(CC2)=O)CC2=CC=C(C=C2)OC)=O)C2CCN(CC2)C(=O)OC(C)(C)C